Cl.C(CCCCCCCCCCCCCCC)NC1=CC=CC=C1 hexadecylaminobenzene hydrochloride